tert-butyl ((S)-(7-((S)-1-(((R)-2-amino-2-(1-cyanocyclopropyl)ethyl)amino)-2-methoxyethyl)imidazo[1,2-b]pyridazin-2-yl)(4,4-difluorocyclohexyl)methyl)carbamate N[C@@H](CN[C@H](COC)C1=CC=2N(N=C1)C=C(N2)[C@H](C2CCC(CC2)(F)F)NC(OC(C)(C)C)=O)C2(CC2)C#N